2-(4-oxo-4-(3-(5-(trifluoromethyl)pyrimidin-2-yl)-3,6-diazabicyclo[3.1.1]hept-6-yl)butyl)-2H-indazole-7-carboxamide O=C(CCCN1N=C2C(=CC=CC2=C1)C(=O)N)N1C2CN(CC1C2)C2=NC=C(C=N2)C(F)(F)F